6-Chloro-3-cyano-2-fluorobenzoic acid ClC1=CC=C(C(=C1C(=O)O)F)C#N